hydroxy-N-methyl-leucine ON([C@@H](CC(C)C)C(=O)O)C